FC=1C=C(C=C(C1)F)NC1=NC(=NC(=N1)NC(C(F)(F)F)C)N1N=C(C=C1)C(F)(F)F N2-(3,5-difluorophenyl)-6-(3-(trifluoromethyl)-1H-pyrazol-1-yl)-N4-(1,1,1-trifluoropropan-2-yl)-1,3,5-triazine-2,4-diamine